4-methyl-2-(3-cyanophenyl)-1-benzyloxy-1H-imidazole-5-carboxylic acid CC=1N=C(N(C1C(=O)O)OCC1=CC=CC=C1)C1=CC(=CC=C1)C#N